tri(p-methylphenyl)phosphine sulfide CC1=CC=C(C=C1)P(C1=CC=C(C=C1)C)(C1=CC=C(C=C1)C)=S